5-chloro-2-(4-cyano-2-methoxyphenoxy)-4-methyl-N-(3-(S-methylaminosulfinyl)phenyl)nicotinamide (4-fluoro-tetrahydro-2H-pyran-4-yl)methyl-4-methylbenzenesulfonate FC1(CCOCC1)COS(=O)(=O)C1=CC=C(C=C1)C.ClC=1C=NC(=C(C(=O)NC2=CC(=CC=C2)S(=O)NC)C1C)OC1=C(C=C(C=C1)C#N)OC